C(C1=CC=CC=C1)OC1=C(C=C2C(=NC=NC2=C1)ONC1=CC(=CC=C1)F)OC ((7-(benzyloxy)-6-methoxyquinazolin-4-yl)oxy)-3-fluoroaniline